2-(spiro[chroman-4,1'-cyclohexan]-6-yl)acetonitrile C12(CCCCC1)CCOC1=CC=C(C=C12)CC#N